C(C)(C)C1=CN=C(N1)C(C(C)C)C1NCCOC1 5-isopropyl-1-(3-morpholinyl)-2-methylpropyl-imidazole